(S)-2-((2-((1-ethoxy-3,3-dimethyl-1,3-dihydrobenzo[c][1,2]oxaborol-5-yl)amino)-5-(5-methyl-1,3,4-oxadiazol-2-yl)pyrimidin-4-yl)amino)-2-phenylethan-1-ol C(C)OB1OC(C2=C1C=CC(=C2)NC2=NC=C(C(=N2)N[C@H](CO)C2=CC=CC=C2)C=2OC(=NN2)C)(C)C